CN(CCS)C L-2-dimethylaminoethanethiol